FC=1C(=C(C=CC1F)[C@H]1[C@@H](O[C@]([C@H]1C)(C(F)(F)F)C)C(=O)NC=1C=NC(=CC1)C(COC)O)OCCOC |o1:8,9,11,12| rel-(2R*,3S*,4S*,5R*)-3-(3,4-difluoro-2-(2-methoxyethoxy)phenyl)-N-(6-(1-hydroxy-2-methoxyethyl)pyridin-3-yl)-4,5-dimethyl-5-(trifluoromethyl)tetrahydrofuran-2-carboxamide